FC=1C=C(C=CC1OC=1C=C2C=NN(C2=CC1C=1C=NN(C1)C(=O)OC(C)(C)C)C)NC(=O)C=1C(N(C(=CC1)OC(C)C)C1=CC=C(C=C1)F)=O N-(3-fluoro-4-(1-methyl-6-(1-Boc-pyrazol-4-yl)-1H-indazol-5-yloxy)phenyl)-6-isopropoxy-2-oxo-1-(4-fluorophenyl)-1,2-dihydropyridine-3-carboxamide